4-{[(6-Chloropyridin-3-yl)methyl](2,3,4,5,6-Pentafluorobenzyl)amino}furan ClC1=CC=C(C=N1)CN(C=1C=COC1)CC1=C(C(=C(C(=C1F)F)F)F)F